Cl.CC1=NN(C2=NC(=CN=C21)N2C(C1(CNC1)CC2)=O)C2COC2 6-(3-methyl-1-(oxetan-3-yl)-1H-pyrazolo[3,4-b]pyrazin-6-yl)-2,6-diazaspiro[3.4]octan-5-one hydrochloride